NC1=CC=C(C=C1)NC1=CC=C(C=C1)CC1=CC=C(C=C1)NC1=CC=C(C=C1)N bis[p-(p-aminophenylamino)phenyl]-methane